FC1=CC(=C(C=C1)N1C[C@@]2([C@](C1)(CNC2)C)C)C (3as,6ar)-5-(4-fluoro-2-methyl-phenyl)-3a,6a-dimethyl-2,3,4,6-tetrahydro-1H-pyrrolo[3,4-c]pyrrole